(S)-methyl 5-fluoro-4-(5-(hydroxymethyl)-1-methyl-1H-1,2,4-triazol-3-yl)-2-((1,1,1-trifluoropropan-2-yl)oxy)benzoate FC=1C(=CC(=C(C(=O)OC)C1)O[C@H](C(F)(F)F)C)C1=NN(C(=N1)CO)C